C(CCCCCCCCCCCCCCCCCCCCC)(=O)OCCCCCCCCCCCCCCCCCCCCCCCCCCCCCCCCCC cetylstearyl behenate